O(CC1(COC1)CC)CC1(COC1)CC 3,3'-[oxybis(methylene)]bis(3-ethyloxetane)